carboxyethyl carbamate C(N)(OCCC(=O)O)=O